[Si](C)(C)(C(C)(C)C)OCC#CC1=CC2=C(N(C(N2C)=O)C2C(NC(CC2)=O)=O)C=C1 3-[5-[3-[tert-butyl(dimethyl)silyl]oxyprop-1-ynyl]-3-methyl-2-oxo-benzimidazol-1-yl]piperidine-2,6-dione